1,1,5,5-tetramethyl-3,3-diphenyl-1,5-divinyltrisiloxane C[Si](O[Si](O[Si](C=C)(C)C)(C1=CC=CC=C1)C1=CC=CC=C1)(C=C)C